(R)-1-(2,5-dichloropyrimidin-4-yl)piperidin-3-ol ClC1=NC=C(C(=N1)N1C[C@@H](CCC1)O)Cl